FC1(CCN(CCC1)C1=C(N=NC(=C1)C(F)(F)F)C(=O)NC1=CN=NC=C1)F 4-(4,4-difluoroazepan-1-yl)-N-(pyridazin-4-yl)-6-(trifluoromethyl)pyridazine-3-carboxamide